(8S,11S,15R)-15-ethoxy-13,18-dimethyl-7,10,13,17,19,23,26-heptazapentacyclo[15.6.1.12,6.18,11.020,24]hexacosa-1(23),2(26),3,5,18,20(24),21-heptaen-12-one C(C)O[C@H]1CN(C([C@H]2NC[C@@H](NC3=CC=CC(C4=NC=CC=5N=C(N(C1)C45)C)=N3)C2)=O)C